ethylene glycol di(vinyl carbamate) C(=C)NC(=O)OCCOC(NC=C)=O